(E)-1-(6-chloro-3-hydroxypyridazin-4-yl)ethan-1-one O-isopropyl oxime C(C)(C)O\N=C(/C)\C1=C(N=NC(=C1)Cl)O